CN1N=C(C(=C1)C)N 1,4-Dimethyl-1H-pyrazol-3-amine